di-tert-butyl ((2S)-1-(6-(4-fluorophenyl)-1H-indole-2-carboxamido) hexane-2,5-diyl)dicarbamate FC1=CC=C(C=C1)C1=CC=C2C=C(NC2=C1)C(=O)NC[C@H](CCC(C)NC(OC(C)(C)C)=O)NC(OC(C)(C)C)=O